6-((2-(2,6-dioxopiperidin-3-yl)-1,3-dioxoisoindoline-4-yl)amino)hexanoic acid O=C1NC(CCC1N1C(C2=CC=CC(=C2C1=O)NCCCCCC(=O)O)=O)=O